NC1=NC2=CC=C(C(=C2C=N1)Cl)C1=C(C(=NC=C1)C1=C(C(=NC=C1Cl)OC)S(=O)(=O)N)F [4-(2-amino-5-chloroquinazolin-6-yl)-3-fluoropyridin-2-yl]-5-chloro-2-methoxypyridine-3-sulfonamide